NC1=C(C=C(C#N)C=C1)C#N 4-aminoisophthalonitrile